C1(CC1)COC=1C=C(C(=O)N(CCCCCCCN2CCC(CC2)C2=C3CN(C(C3=CC(=C2)F)=O)C2C(NC(CC2)=O)=O)C2=C(C=NC=C2Cl)Cl)C=CC1OC(F)F 3-(cyclopropylmethoxy)-N-(3,5-dichloropyridin-4-yl)-4-(difluoromethoxy)-N-(7-(4-(2-(2,6-dioxopiperidin-3-yl)-6-fluoro-1-oxoisoindolin-4-yl)piperidin-1-yl)heptyl)benzamide